OC(=O)C(F)(F)F.N1(N=NC=C1)C=1SC(=CN1)CN (2-(1H-1,2,3-triazol-1-yl)thiazol-5-yl)methanamine TFA salt